NC1=NC(=C(C=2N1C(N(N2)CC=2N=COC2C)=O)C2=CC(=NC(=C2)C(F)(F)F)CO)C2=CC=CC=C2 5-amino-8-[2-(hydroxymethyl)-6-(trifluoromethyl)-4-pyridyl]-2-[(5-methyloxazol-4-yl)methyl]-7-phenyl-[1,2,4]triazolo[4,3-c]pyrimidin-3-one